BrC1=C(C=C(OCCCC2CCN(CC2)CC(=O)OCC)C=C1)C(F)(F)F ethyl 2-[4-[3-[4-bromo-3-(trifluoromethyl)phenoxy]propyl]-1-piperidyl]acetate